CC(CO)(CCCCCCC(CO)(CCC)C)CCC 2,9-dimethyl-2,9-dipropyldecane-1,10-diol